ClC=1C=C(C=CC1Cl)C(CN(C)C)NS(=O)(=O)C1CCCCC1 N-(1-(3,4-dichlorophenyl)-2-(dimethylamino)ethyl)cyclohexanesulfonamide